BrC=1SC=C(N1)C(=O)N=[N+]=[N-] 2-bromothiazole-4-carbonyl azide